C(C)(C)(C)OC(=O)N1C2CN(CC1C2)C2=NC=C(C=C2)C=2C=1N(C=C(C2)OC[C@@H](C)O)N=CC1C#N 3-(5-(3-Cyano-6-((R)-2-hydroxypropoxy)pyrazolo[1,5-a]pyridin-4-yl)pyridin-2-yl)-3,6-diazabicyclo[3.1.1]heptane-6-carboxylic acid tert-butyl ester